NC=1C=C(C=O)C(=CN1)C(F)(F)F 2-AMINO-5-(TRIFLUOROMETHYL)ISONICOTINALDEHYDE